C(CCC=CCC=CCC=CCC=CCCCCCCCC)(=O)O 4,7,10,13-docosatetraenoic acid